2-(4-vinyl-phenoxy)-ethanol C(=C)C1=CC=C(OCCO)C=C1